O=C1NN=C2N1CCC[C@H]2C(=O)O |r| rac-3-oxo-2,3,5,6,7,8-hexahydro[1,2,4]triazolo[4,3-a]pyridine-8-carboxylic acid